N-[3-(difluoromethyl)-1-(4-formylcyclohexyl)pyrazol-4-yl]Pyrazolo[1,5-a]Pyrimidine FC(C1=NN(C=C1N1CC=C2N1C=CC=N2)C2CCC(CC2)C=O)F